CN(C=1C2=C(N=C(N1)N1CC(C1)OC(=O)C=1N=C(OC1)C)CC[S+]2[O-])C2CCOCC2 [1-[4-[Methyl(tetrahydropyran-4-yl)amino]-5-oxido-6,7-dihydrothieno[3,2-d]pyrimidin-5-ium-2-yl]azetidin-3-yl]-2-methyloxazol-4-carboxylat